(S)-1-(phenylsulfonyl)piperidine-2-carboxylic acid C1(=CC=CC=C1)S(=O)(=O)N1[C@@H](CCCC1)C(=O)O